6-benzyl-4,4,5,5,7,7-hexadeuterio-isoxazolo[5,4-c]pyridin-3-ol C(C1=CC=CC=C1)N1C(C2=C(C(C1([2H])[2H])([2H])[2H])C(=NO2)O)([2H])[2H]